1H-pyrazol-4-ylthiazole-4-carboxamide N1N=CC(=C1)C=1SC=C(N1)C(=O)N